1-(1-methylpiperidin-4-yl)-1H-pyrazol-4-amine CN1CCC(CC1)N1N=CC(=C1)N